NC=1C=CC(=C(C1)S(=O)(=O)NCC1=NC=CC=C1)C 5-amino-2-methyl-N-(2-pyridylmethyl)benzenesulfonamide